C1(=CC=C(C=C1)NCCC1=CC=C(C=C1)O)C1=CC=CC=C1 4-(2-([1,1'-biphenyl]-4-ylamino)ethyl)phenol